BrC1=C2COCC2=C(C=C1)Br 4,7-dibromo-1,3-dihydroisobenzofuran